N-[(2R)-1-aminobut-2-yl]-5-fluoro-4-[4-methyl-5-oxo-3-(prop-2-yl)-4,5-dihydro-1H-1,2,4-triazol-1-yl]-2-{[(2S)-4-methylpent-2-yl]oxy}benzamide NC[C@@H](CC)NC(C1=C(C=C(C(=C1)F)N1N=C(N(C1=O)C)C(C)C)O[C@@H](C)CC(C)C)=O